4,4'-methylenebis(6-tert-butyl-o-cresol) C(C=1C=C(C(=C(C1)C(C)(C)C)O)C)C=1C=C(C(=C(C1)C(C)(C)C)O)C